(R*)-3-[[5-[3-(Difluoromethyl)-4-fluoro-phenyl]-3-pyridyl]methyl]-5-(morpholinomethyl)oxazolidin-2-one FC(C=1C=C(C=CC1F)C=1C=C(C=NC1)CN1C(O[C@@H](C1)CN1CCOCC1)=O)F |o1:19|